CC1=NC(=CC(=C1)C=1NC2=CC=C(C=C2C1CC)C1CCN(CC1)C(=O)C1CC(N(C1)C)=O)C 4-(4-(2-(2,6-dimethylpyridin-4-yl)-3-ethyl-1H-indol-5-yl)piperidine-1-carbonyl)-1-methylpyrrolidin-2-one